5-(3,4-dihydroquinolin-1(2H)-yl)-7-fluoro-[1,2,4]triazolo[4,3-a]quinazolin-8-amine N1(CCCC2=CC=CC=C12)C1=NC=2N(C3=CC(=C(C=C13)F)N)C=NN2